FC1=NN(C2=CC=C(C=C12)C1=NC(=NC(=N1)N)N)C1OCCCC1 6-(3-fluoro-1-tetrahydropyran-2-yl-indazol-5-yl)-1,3,5-triazine-2,4-diamine